6-(3-((5-fluoro-2-methylpyridin-4-yl)amino)-7,8-dihydro-1,6-naphthyridin-6(5H)-yl)-4,5-dimethylpyridazine-3-carbonitrile FC=1C(=CC(=NC1)C)NC=1C=NC=2CCN(CC2C1)C1=C(C(=C(N=N1)C#N)C)C